[Mn+3].CC=1N(C=CN1)S(=O)(=O)N1C(=NC=C1)C 2-methyl-1-(2-methylimidazol-1-yl)sulfonyl-imidazole manganese (III)